ClC1=C(C=CC=C1)CC(=O)NC1=CC(=C(C=C1)COCC1CCC1)S(N)(=O)=O 2-(2-chlorophenyl)-N-(4-((cyclobutylmethoxy)methyl)-3-sulfamoylphenyl)acetamide